(2R)-2-(5-Fluoro-2-methoxypyridin-4-yl)-1-[(2S)-7-methyl-6-(pyrimidin-2-yl)-3,4-dihydro-1H-spiro[1,8-naphthyridin-2,3'-pyrrolidin]-1'-yl]propan-1-on FC=1C(=CC(=NC1)OC)[C@H](C(=O)N1C[C@]2(CC1)NC1=NC(=C(C=C1CC2)C2=NC=CC=N2)C)C